NC=1C(=NC2=C3C=CC=NC3=C(C=C2C1C=1C2=CN(N=C2C(=C(C1)F)Cl)C1OCCCC1)O)OCC1=CC=C(C=C1)OC 3-amino-4-[7-chloro-6-fluoro-2-(oxan-2-yl)indazol-4-yl]-2-[(4-methoxyphenyl)methoxy]-1,7-phenanthrolin-6-ol